3-[3-[4-(pentafluoro-λ6-sulfanyl)anilino]pyrazin-2-yl]-4H-1,2,4-oxadiazol-5-one FS(C1=CC=C(NC=2C(=NC=CN2)C2=NOC(N2)=O)C=C1)(F)(F)(F)F